C(CCCC(C)C)=O isoheptanal